[Cr].CC=CC=C.CC=CC=C.CC=CC=C tris(2,4-pentadiene) chromium